p-isoPropylbenzyl bromide C(C)(C)C1=CC=C(CBr)C=C1